5-[5-Methyl-2-(4-trifluoromethyl-phenylamino)-pyrimidin-4-ylamino]-3H-benzooxazol-2-one CC=1C(=NC(=NC1)NC1=CC=C(C=C1)C(F)(F)F)NC=1C=CC2=C(NC(O2)=O)C1